3-methoxytyrosine (3S)-Ethyl-3-(4-(3-((4-isopropyl-2-(trifluoromethyl)phenyl)amino)-2-oxopiperidin-1-yl)phenyl)butanoate C(C)C(C(=O)OC1=C(C=C(C[C@H](N)C(=O)O)C=C1)OC)[C@H](C)C1=CC=C(C=C1)N1C(C(CCC1)NC1=C(C=C(C=C1)C(C)C)C(F)(F)F)=O